C(#N)C1=CC(=C(COC2=CC=CC(=N2)C2=CC(=C(CC3=NC4=C(N3[C@H]3COCC3(C)C)C=C(C=C4)C(=O)O)C=C2)F)C=C1)F (R)-2-(4-(6-((4-cyano-2-fluorobenzyl)oxy)pyridin-2-yl)-2-fluorobenzyl)-1-(4,4-dimethyltetrahydrofuran-3-yl)-1H-benzo[d]imidazole-6-carboxylic acid